FC1=CC=C(C=C1)N1C(=C(C2=C(C(=CC=C12)C)O)C1=CC=C(C(=O)O)C=C1)C1CCOCC1 4-[1-(4-fluorophenyl)-4-hydroxy-5-methyl-2-tetrahydropyran-4-yl-indol-3-yl]benzoic acid